N-(2-chloro-4-(trifluoromethyl)phenyl)-2-(5-ethyl-2-(2-hydroxypyrimidin-4-yl)-7-oxo-6-(piperazin-1-yl)-[1,2,4]triazolo[1,5-a]pyrimidin-4(7H)-yl)acetamide ClC1=C(C=CC(=C1)C(F)(F)F)NC(CN1C=2N(C(C(=C1CC)N1CCNCC1)=O)N=C(N2)C2=NC(=NC=C2)O)=O